OC1=C(C=CC=C1)C=1C=C2C(=NN1)NC[C@@H]1N2CCN(C1)C1=NC=CC(=N1)N1CCN(CC1)C(=O)OC(C)(C)C (S)-tert-butyl 4-(2-(2-(2-hydroxyphenyl)-6a,7,9,10-tetrahydro-5H-pyrazino[1',2':4,5]pyrazino[2,3-c]pyridazin-8(6H)-yl)pyrimidin-4-yl)piperazine-1-carboxylate